7-bromospiro[chroman-2,1'-cyclohexane] BrC1=CC=C2CCC3(CCCCC3)OC2=C1